sodium (R)-((4-fluoro-2,6-diisopropylphenyl)carbamoyl)((6-(methylamino)-6,7-dihydro-5H-pyrazolo[5,1-b][1,3]oxazin-3-yl)sulfonyl)amide FC1=CC(=C(C(=C1)C(C)C)NC(=O)[N-]S(=O)(=O)C=1C=NN2C1OC[C@@H](C2)NC)C(C)C.[Na+]